C1(CCC1)CN(C(OC(C)(C)C)=O)[C@H]1CN(CCC1)C=1N=NC(=CC1)CN1C=NC(=C1)C=1C=NC=C(C1)OC tert-butyl (R)-(cyclobutylmethyl)(1-(6-((4-(5-methoxypyridin-3-yl)-1H-imidazol-1-yl)methyl)pyridazin-3-yl) piperidin-3-yl)carbamate